N[C@H]1CCC[C@@H](C(NC=2C=NN(C2C=2C=CN=C1C2)C(F)F)=O)C (9S,13S)-13-amino-3-(difluoromethyl)-9-methyl-3,4,7,15-tetraazatricyclo[12.3.1.02,6]Octadecan-1(18),2(6),4,14,16-pentaen-8-one